C(#N)C=1C=C(C=CC1)C=1C=C(C=2C(=CNC2C1)SC1=CC=C(C=C1)C(F)(F)F)C(=O)NC1CC2(CC(C2)C(=O)O)C1 (±)-6-(6-(3-cyanophenyl)-3-((4-(trifluoromethyl)phenyl)thio)-1H-indole-4-carboxamido)spiro[3.3]heptane-2-carboxylic acid